C1(=CC=CC=2C3=CC=CC=C3PC12)CCCCCCCCC1=CC=CC=2C3=CC=CC=C3PC12 1,6-bis(9-phosphafluorenyl)methylhexane